1-(thiophen-2-yl)-1-ethanol S1C(=CC=C1)C(C)O